COC(N[C@H]1CN(CC1)C(=O)C=1SC(=NN1)C=1C=NC(=CC1NC(C)C)C1=CC=C2N1N=CC(=C2)C#N)=O (R)-(1-(5-(6-(3-cyanopyrrolo[1,2-b]pyridazin-7-yl)-4-(isopropylamino)pyridin-3-yl)-1,3,4-thiadiazole-2-carbonyl)pyrrolidin-3-yl)carbamic acid methyl ester